COC=1C=C(C=C(C1)OC)CCC=1C=C(NN1)NC(C1=CC=C(C=C1)N1CC(NC(C1)CC)CC)=O N-[5-[2-(3,5-dimethoxyphenyl)ethyl]-2H-pyrazol-3-yl]-4-(3,5-diethylpiperazin-1-yl)benzamide